CC(CC(CCC)(C)O)O 1,3,5-trimethyl-1,3-pentylene glycol